1-[(1S,4S)-5-[4-[3-chloro-4-(cyclobutoxy)-2-fluoro-anilino]pyrimido[5,4-d]pyrimidin-6-yl]-2,5-diazabicyclo[2.2.1]heptan-2-yl]prop-2-en-1-one ClC=1C(=C(NC=2C3=C(N=CN2)C=NC(=N3)N3[C@@H]2CN([C@H](C3)C2)C(C=C)=O)C=CC1OC1CCC1)F